OC=1C=C(C2=C(N=CS2)C1C)CCC(C(=O)O)C 4-(5-hydroxy-4-methylbenzo[d]thiazol-7-yl)-2-methylbutanoic acid